7-chloro-4-(5-(((tetrahydro-2H-pyran-2-yl)oxy)methyl)tetrahydrofuran-3-yl)-3,4-dihydro-2H-benzo[b][1,4]oxazine ClC=1C=CC2=C(OCCN2C2COC(C2)COC2OCCCC2)C1